N-(4-(4-morpholino-7H-pyrrolo[2,3-d]pyrimidin-6-yl)phenyl)picolinamide trifluoroacetate FC(C(=O)O)(F)F.O1CCN(CC1)C=1C2=C(N=CN1)NC(=C2)C2=CC=C(C=C2)NC(C2=NC=CC=C2)=O